N-(1-(azetidin-1-ylmethyl)cyclopropyl)-2-(2-fluorophenyl)propanamide N1(CCC1)CC1(CC1)NC(C(C)C1=C(C=CC=C1)F)=O